5-(((2-methoxyethyl)(methyl)amino)methyl)-2-phenyl-N-(tetrahydro-2H-pyran-4-yl)-1H-indol-7-amine COCCN(C)CC=1C=C2C=C(NC2=C(C1)NC1CCOCC1)C1=CC=CC=C1